CC1(C[C@@H](CN1)CCCO)C 3-[(3S)-5,5-dimethylpyrrolidin-3-yl]propan-1-ol